(+/-)-isopropyl (1S,3S)-3-((5-bromo-3-methylpyrazin-2-yl)oxy)cyclohexane-1-carboxylate BrC=1N=C(C(=NC1)O[C@@H]1C[C@H](CCC1)C(=O)OC(C)C)C |r|